[O-2].[Al+3].[Ni+2] Nickel-Aluminum Oxide